(tert-Butoxycarbonyl)-1-((1r,3r)-3-hydroxycyclobutyl)-2-oxo-1,2-dihydropyridine-4-Carboxylic acid C(C)(C)(C)OC(=O)C=1C(N(C=CC1C(=O)O)C1CC(C1)O)=O